CN1C(C(=C(C2=CC(=CC=C12)C)N1CCC(CC1)C=1OC2=C(N1)C=C(C=C2)C(C)C)C#N)=O 1,6-dimethyl-2-oxo-4-{4-[5-(propan-2-yl)-1,3-benzooxazol-2-yl]piperidin-1-yl}-1,2-dihydroquinoline-3-carbonitrile